lithium phosphorus sulfur chloride iodide S(I)Cl.[P].[Li]